N-phenyl-2-(3-(phenylsulfonyl)ureido)benzenesulfonamide C1(=CC=CC=C1)NS(=O)(=O)C1=C(C=CC=C1)NC(=O)NS(=O)(=O)C1=CC=CC=C1